CC1=CC=C(C=C1)C(=COCCC1=CC=CC=C1)C 1-methyl-4-(1-phenethyloxy-prop-1-en-2-yl)benzene